1-(triethoxy-silyl)-2-(diethoxymethylsilyl)ethane C(C)O[Si](CC[SiH2]C(OCC)OCC)(OCC)OCC